BrC1=C(C=C(C(=O)NC=2C=NC(=CC2)C2=C(C=C(C=C2)C2=NOC(=N2)C)F)C=C1)OCCN(C)C 4-bromo-3-(2-(dimethylamino)ethoxy)-N-(6-(2-fluoro-4-(5-methyl-1,2,4-oxadiazol-3-yl)phenyl)pyridin-3-yl)benzamide